(4-phenylthiophenyl)diphenylsulfonium hexafluorophosphate F[P-](F)(F)(F)(F)F.C1(=CC=CC=C1)SC1=CC=C(C=C1)[S+](C1=CC=CC=C1)C1=CC=CC=C1